2-Methyl-5-(4,4,5,5-tetramethyl-1,3,2-dioxaborolan-2-yl)-2,3-dihydrobenzene CC1C=CC(=CC1)B1OC(C(O1)(C)C)(C)C